FC1=C(C=CC(=C1)F)[C@@H]1NCCC2=CC=CC=C12 (R)-1-(2,4-difluorophenyl)-1,2,3,4-tetrahydroisoquinoline